C(C)OC(=O)C1=C(C(=O)Cl)C(=CC=C1)[N+](=O)[O-] (ethoxycarbonyl)-6-nitrobenzoyl chloride